alpha-glucose O[C@@H]1[C@H](O)[C@@H](O)[C@H](O)[C@H](O1)CO